5-[[2-(3-Oxo-3-[4-[5-(Trifluoromethyl)pyridin-2-yl]piperazin-1-yl]propoxy)ethyl]amino]-4-(trifluoromethyl)-2,3-dihydropyridazin-3-one O=C(CCOCCNC1=C(C(NN=C1)=O)C(F)(F)F)N1CCN(CC1)C1=NC=C(C=C1)C(F)(F)F